P(=S)(SCCCC)([O-])[O-].[Zn+2].[Zn+2].C(CCC)SP(=S)([O-])[O-] zinc zinc butyl dithiophosphate